CC1=C(C=2N(N=C1N1CC=3C=C(C=NC3CC1)C=1C(=CC=3N(C1)C=CN3)C)C(C=CN2)=O)C 8,9-dimethyl-7-(3-(7-methylimidazo[1,2-a]pyridin-6-yl)-7,8-dihydro-1,6-naphthyridin-6(5H)-yl)-4H-pyrimido[1,2-b]pyridazin-4-one